3-(3-(4-((4-Aminopiperidin-1-yl)methyl)phenyl)-2-(2-aminopyridin-3-yl)-3H-imidazo[4,5-b]pyridin-5-yl)benzonitrile NC1CCN(CC1)CC1=CC=C(C=C1)N1C(=NC=2C1=NC(=CC2)C=2C=C(C#N)C=CC2)C=2C(=NC=CC2)N